3-(Difluoromethoxy)-2-fluoro-5-(4,4,5,5-tetramethyl-1,3,2-dioxaborolan-2-yl)benzonitrile FC(OC=1C(=C(C#N)C=C(C1)B1OC(C(O1)(C)C)(C)C)F)F